(1-cyclohexyl-1H-pyrazol-5-yl)-3-(4-fluoro-3-hydroxyphenyl)-N-methylisoxazole-5-carboxamide C1(CCCCC1)N1N=CC=C1C=1C(=NOC1C(=O)NC)C1=CC(=C(C=C1)F)O